C1=CC=C(C=2OC3=C(C21)C=CC=C3)C3=CC=C(C=C3)N(C3(CC=C(C=C3)C3=CC(=CC=C3)C3=CC=CC=C3)N(C3=CC=CC=C3)C3=CC=C(C=C3)C3=CC=CC2=C3OC3=C2C=CC=C3)C3=CC=CC=C3 4,4-bis[{4-(dibenzofuran-4-yl)phenyl}-phenylamino]-1,1':3',1''-terphenyl